(S)-3-((6-Chloro-5-fluoropyridin-3-yl)methyl)-1-(3-(5-methylpyridazin-4-yl)-1H-pyrazol-5-yl)piperidin-2-one ClC1=C(C=C(C=N1)C[C@H]1C(N(CCC1)C1=CC(=NN1)C1=CN=NC=C1C)=O)F